3,5-divinylpyridine C(=C)C=1C=NC=C(C1)C=C